3-phenylisobenzofuran C1(=CC=CC=C1)C=1OC=C2C=CC=CC12